COC(C1=C(C=C2C3(CC(N(C2=N1)C(=O)OC(C)(C)C)C3)F)CN3C(CN(CC3)C)=O)OC tert-butyl 7-(dimethoxymethyl)-4-fluoro-6-((4-methyl-2-oxopiperazin-1-yl) methyl)-3,4-dihydro-2,4-methylene-1,8-naphthyridine-1(2H)-carboxylate